4-amino-N-((3S)-6-cyano-2,3-dihydro-1-benzofuran-3-yl)-7-fluoro-N-methyl-1,3-dihydrofuro[3,4-c]quinoline-8-carboxamide NC1=NC=2C=C(C(=CC2C2=C1COC2)C(=O)N(C)[C@@H]2COC1=C2C=CC(=C1)C#N)F